N1C(=NC2=C1C=CC=C2)[C@@H]2[C@H](C2)C(=O)N[C@H](C(NC2CCNCC2)=O)C (1S,2S)-2-(1H-benzo[d]imidazol-2-yl)-N-((S)-1-oxo-1-(piperidin-4-ylamino)propan-2-yl)cyclopropane-1-carboxamide